COC(=O)C1=CC2=C(SC(C(N2CC2=CC(=CC(=C2)F)F)=O)C)C=C1 4-(3,5-difluorobenzyl)-2-methyl-3-oxo-3,4-dihydro-2H-benzo[b][1,4]thiazine-6-carboxylic acid methyl ester